FC=1C=C(C=CC1)[C@H](CNC(C1CCC(CC1)C(=O)OC)(C)C)O (1R,4r)-8-[(R)-2-(m-fluorophenyl)-2-hydroxyethylamino]-7-methoxy-p-menthan-7-one